N-((1-(4-(7-methoxy-6-(methoxymethoxy)quinazolin-4-yl)piperazin-1-yl)cyclopropyl)methyl)thiodiamide COC1=C(C=C2C(=NC=NC2=C1)N1CCN(CC1)C1(CC1)C[N-]S[NH-])OCOC